(7aR,9R,11aR)-9-hydroxy-2,6-bis(methoxymethoxy)-3-(4-(methoxymethoxy)phenyl)-8,8,11a-trimethyl-7a,8,9,10,11,11a-hexahydro-1H,7H-pyrano[2,3-c]xanthen-1-one O[C@@H]1CC[C@]2(OC=3C4=C(C=C(C3C[C@@H]2C1(C)C)OCOC)OC(=C(C4=O)OCOC)C4=CC=C(C=C4)OCOC)C